BrC1=C(C=CC(=C1)F)C(/C=C/C=1C=C(OCCC(=O)O)C=CC1)=O 3-[3-[(E)-3-(2-Bromo-4-fluorophenyl)-3-oxoprop-1-enyl]phenoxy]propanoic acid